terephthalic acid diborate B(O)(O)OB(O)O.C(C1=CC=C(C(=O)O)C=C1)(=O)O